2-methyl-1,3-benzothiazol CC=1SC2=C(N1)C=CC=C2